2-(4-(4-((2,4-dioxothiazolidin-5-yl)methyl)phenoxy)phenyl)acrylic acid methyl ester COC(C(=C)C1=CC=C(C=C1)OC1=CC=C(C=C1)CC1C(NC(S1)=O)=O)=O